2-n-heptyl-1,3-dioxolane-4-yl-carboxylic acid C(CCCCCC)C1OCC(O1)C(=O)O